ClC1=C(C(=O)O)C=CC(=C1)C=O 2-CHLORO-4-FORMYLBENZOIC ACID